C(C)(=O)N[C@H](C(=O)N[C@H](C(=O)OC(C)(C)C)CCC(C)(C)C)CC1=CNC2=CC=CC=C12 tert-butyl (S)-2-((S)-2-acetamido-3-(1H-indol-3-yl)propanamido)-5,5-dimethylhexanoate